trans-N-(4-(2-oxa-6-azaspiro[3.3]heptan-6-yl)cyclohexyl)-2-(3-((2-methoxy-4-(methylsulfonyl)phenyl)amino)prop-1-yn-1-yl)-1-(2,2,2-trifluoroethyl)-1H-indol-4-amine C1OCC12CN(C2)[C@@H]2CC[C@H](CC2)NC=2C=1C=C(N(C1C=CC2)CC(F)(F)F)C#CCNC2=C(C=C(C=C2)S(=O)(=O)C)OC